ClC1=CC(=CC2=C1B(OC2)O)NC2=NC=C(C(=N2)N[C@@H]2COCC[C@H]2C#N)C(F)(F)F (trans)-3-((2-((7-chloro-1-hydroxy-1,3-dihydrobenzo[c][1,2]oxaborol-5-yl)amino)-5-(trifluoromethyl)pyrimidin-4-yl)amino)tetrahydro-2H-pyran-4-carbonitrile